14-chloro-4-fluoro-15-methoxy-11,17,17-trioxo-10-oxa-17λ6-thia-18-azatetracyclo[17.3.1.112,16.02,7]tetracosa-1(22),2(7),3,5,12,14,16(24),19(23),20-nonaene-21-carbonitrile ClC=1C=C2C(OCCC=3C=CC(=CC3C3=CC(=CC(NS(C(C1OC)=C2)(=O)=O)=C3)C#N)F)=O